BrC1=C(C(=C2C(NC(=NC2=C1)Cl)=O)OCCNCC=1C=NN(C1)C(C1=CC=CC=C1)(C1=CC=CC=C1)C1=CC=CC=C1)Cl 7-bromo-2,6-dichloro-5-(2-(((1-trityl-1H-pyrazol-4-yl)methyl)amino)ethoxy)quinazolin-4(3H)-one